COS(=O)(=O)O.N1C=NCC1 imidazoline methyl-sulfate salt